[N+](=O)([O-])C1=C(C=C(C(=C1)[N+](=O)[O-])NC1=NN=NN1)NC1=NN=NN1 4,6-dinitro-N1,N3-di(1H-tetrazol-5-yl)benzene-1,3-diamine